FC(C(C1=CC=C(C=C1)F)NS(=O)(=O)C1=CC=C2CCN(CC2=C1)C(C(F)(F)F)=O)(F)F N-(2,2,2-trifluoro-1-(4-fluorophenyl)ethyl)-2-(2,2,2-trifluoroacetyl)-1,2,3,4-tetrahydroisoquinoline-7-sulfonamide